2-cyclopropyl-4-oxo-piperidine-1-carboxylic acid benzyl ester C(C1=CC=CC=C1)OC(=O)N1C(CC(CC1)=O)C1CC1